((3-methoxy-4-(oxiran-2-ylmethoxy)phenyl)(oxiran-2-ylmethoxy)methyl)diphenylphosphine oxide COC=1C=C(C=CC1OCC1OC1)C(OCC1OC1)P(C1=CC=CC=C1)(C1=CC=CC=C1)=O